ClC=1C=C(C(=O)NC(C)C=2N(N=C(N2)S(=O)C)C2=NC=C(C=C2)Cl)C=C(C1)S(=O)(=O)C 3-chloro-N-[1-[2-(5-chloro-2-pyridyl)-5-methylsulfinyl-1,2,4-triazol-3-yl]ethyl]-5-methylsulfonyl-benzamide